CC(CCC(C=1N=NNN1)NC1=NC=NC2=CC=C(C=C12)C)C [4-methyl-1-(2H-tetraazol-5-yl)pentyl](6-methyl-4-quinazolinyl)amine